N[C@@H](CCSC)C(=O)O E-Methionine